FC(C(=O)O)(F)F.NC[C@H](C1=CC=C(C=C1)F)N1C(C2=CC=CC=C2C1=O)=O 2-[(1S)-2-Amino-1-(4-fluorophenyl)ethyl]isoindoline-1,3-dione 2,2,2-trifluoroacetic acid salt